5-Cyano-2-thiophenesulfonyl chloride C(#N)C1=CC=C(S1)S(=O)(=O)Cl